CN(C(COCCCCCC(=O)OC\C=C/CCCCCCCC)COCCCCCCCCC)C (Z)-undec-2-en-1-yl 6-(2-(dimethylamino)-3-(nonyloxy)propoxy)hexanoate